C(OC=1C(=NC=CC1OC)C(N[C@H](C(=O)N[C@H](C(C1=CC=CC=C1)(C1=CC=CC=C1)O)C)C)=O)(OCC(C)C)=O 2-(((S)-1-(((S)-1-hydroxy-1,1-diphenylpropan-2-yl)amino)-1-oxopropan-2-yl)carbamoyl)-4-methoxypyridin-3-yl isobutyl carbonate